2-(4-(aminomethyl)-2-(difluoromethyl)phenyl)-N-(3-(piperidin-1-yl)propyl)benzo[d]imidazo[2,1-b]thiazole-7-carboxamide hemi-formate C(=O)O.NCC1=CC(=C(C=C1)C=1N=C2SC3=C(N2C1)C=CC(=C3)C(=O)NCCCN3CCCCC3)C(F)F.NCC3=CC(=C(C=C3)C=3N=C1SC2=C(N1C3)C=CC(=C2)C(=O)NCCCN2CCCCC2)C(F)F